NCCC(=O)[O-].[K+] potassium beta-alanine salt